C1(CC1)C=1C=C(C(=NC1)C(=O)OC)NC(=O)N1C[C@](CC1)(C1=NC=NS1)C1=CC(=C(C=C1)C)F |o1:18| methyl (R or S)-5-cyclopropyl-3-(3-(3-fluoro-4-methylphenyl)-3-(1,2,4-thiadiazol-5-yl)pyrrolidine-1-carboxamido)picolinate